CC(C(CO)O)(C)O 3-methylbutane-1,2,3-triol